2-(3,5-difluorophenyl)-6-methylene-2-(trifluoromethyl)-3,6-dihydro-2H-pyran-4-carboxylic acid methyl ester COC(=O)C=1CC(OC(C1)=C)(C(F)(F)F)C1=CC(=CC(=C1)F)F